4-(3,4,5-trimethoxybenzoyl)-7-methanesulfonyl-3,4-dihydroquinoxalin-2(1H)-one COC=1C=C(C(=O)N2CC(NC3=CC(=CC=C23)S(=O)(=O)C)=O)C=C(C1OC)OC